C(=O)(O)[C@@H](C)OC1=CC=C(C=C1)OP(O)(O)=O R-(+)-4-(1-carboxyethoxy)phenyl-phosphoric acid